C(C)(C)(C)NC(=S)NC(C)C N-tert-butyl-N'-isopropylthiourea